3-(2,3-difluoro-4-isopropyl-5-methoxyphenyl)-5,6,7,8-tetrahydroisoquinoline FC1=C(C=C(C(=C1F)C(C)C)OC)C=1N=CC=2CCCCC2C1